(6S,9S,12S,15S,18R,19R)-9-(aminomethyl)-12-cyclohexyl-19-hex-5-enyl-15-isobutyl-16,18-dimethyl-6-[(1S)-1-hydroxyethyl]-1-oxa-4,7,10,13,16-pentazacyclononadecane-2,5,8,11,14,17-hexone NC[C@H]1C(N[C@H](C(NCC(O[C@@H]([C@H](C(N([C@H](C(N[C@H](C(N1)=O)C1CCCCC1)=O)CC(C)C)C)=O)C)CCCCC=C)=O)=O)[C@H](C)O)=O